C[C@H]1CC(O1)(C(=O)OCC)C(=O)OCC diethyl (S)-4-methyloxetane-2,2-dicarboxylate